C1=CC=C2C(=C1)C(=O)C(=O)C(=O)N2 quinisatin